(Z)-N-(3-(4-(5-((2,6-dioxopiperidin-3-yl)oxy)pyrimidin-2-yl)piperazin-1-yl)propyl)-6-(5-fluoro-2-oxoindole-3-ylidene)-2-methyl-1,4,5,6-tetrahydrocyclopenta[b]pyrrole-3-carboxamide O=C1NC(CCC1OC=1C=NC(=NC1)N1CCN(CC1)CCCNC(=O)C=1C2=C(NC1C)\C(\CC2)=C\2/C(NC1=CC=C(C=C21)F)=O)=O